N-((S)-1-(((R)-1-((1R,7R)-9,11-dimethyl-2,6-dioxo-3,5-dioxa-9,11-diaza-4-borabicyclo[5.3.1]undecan-4-yl)-3-methylbutyl)amino)-1-oxo-3-phenylpropan-2-yl)pyrazine-2-carboxamide CN1C[C@@H]2C(OB(OC([C@@H](C1)N2C)=O)[C@H](CC(C)C)NC([C@H](CC2=CC=CC=C2)NC(=O)C2=NC=CN=C2)=O)=O